5-(4-(3-azabicyclo[3.1.0]hexan-3-yl)phenyl)-6-ethylpyrimidine-2,4-diamine C12CN(CC2C1)C1=CC=C(C=C1)C=1C(=NC(=NC1CC)N)N